FC1=C(C=O)C=CC(=C1)NC1=NSC2=C1C=CC=C2C2=CC=CC=C2 2-fluoro-4-((7-phenylbenzo[d]isothiazol-3-yl)amino)benzaldehyde